diisopropyl ((4-(hydroxymethyl)-3,5-dimethylphenoxy)methyl) phosphate P(=O)(OC(C)C)(OC(C)C)OCOC1=CC(=C(C(=C1)C)CO)C